2-(hydroxymethyl)-2,3-dihydro-4H-benzo[e][1,3]oxazin-4-one OCC1OC2=C(C(N1)=O)C=CC=C2